CC1=NC=C(C=C1C(=O)NC1C(N(OC1)CC(F)(F)F)=O)OC[C@H](C)NS(=O)(=O)C(F)(F)F 2-methyl-N-[3-oxo-2-(2,2,2-trifluoroethyl)isoxazolidin-4-yl]-5-[(2S)-2-(trifluoromethylsulfonylamino)propoxy]pyridine-3-carboxamide